perfluorobutanesulfonyl chloride FC(C(C(C(F)(F)F)(F)F)(F)F)(S(=O)(=O)Cl)F